C(CCCCCCC)C1=[SiH]C=2CC3=CC(=CC=C3C2C=C1)CCCCCCCC 2,7-dioctylsilafluorene